CC(CC)C 3-methylbutane